4-(2-(2-chlorophenyl)-4-oxopiperidin-1-yl)-2-fluoro-N-((R,E)-4-(methylsulfonyl)but-3-en-2-yl)benzamide ClC1=C(C=CC=C1)C1N(CCC(C1)=O)C1=CC(=C(C(=O)N[C@H](C)\C=C\S(=O)(=O)C)C=C1)F